COC(=O)C1=CC=C(C=C1)C1=CC(=CC=C1C=1N=NNN1)C1=CC=CC=C1.ClC1=CC=C(C=CC=2OC=CN2)C=C1 2-(4-chlorostyryl)oxazole methyl-6'-(2H-tetrazol-5-yl)-[1,1':3',1''-terphenyl]-4-carboxylate